O[C@H]1[C@@H]([C@H]2CO[C@@H]([C@@H]1OS(=O)(=O)C1=CC=C(C=C1)C)O2)C.C2(=CC=CC=C2)[CH-]C PHENYL-ETHANID (1S,2S,3S,4R,5R)-3-hydroxy-2-methyl-6,8-dioxabicyclo[3.2.1]octan-4-yl-4-methylbenzenesulfonate